FC(C(=O)O)(F)F.ClC1=CC=C(C[C@H]2CO[C@H](CN2C2CCN(CC2)C2=NC=C(C=N2)F)C)C=C1 (2S,5S)-5-(4-chlorobenzyl)-4-(1-(5-fluoropyrimidin-2-yl)piperidin-4-yl)-2-methyl-morpholine 2,2,2-trifluoroacetate